(Z)-1-((2-(2,6-dioxopiperidin-3-yl)-1-oxoisoindolin-4-yl)amino)-N-(2-(4-(1-(4-hydroxyphenyl)-2-phenylbut-1-en-1-yl)phenoxy)ethyl)-N-methyl-3,6,9,12,15-pentaoxaoctadecane-18-amide O=C1NC(CCC1N1C(C2=CC=CC(=C2C1)NCCOCCOCCOCCOCCOCCC(=O)N(C)CCOC1=CC=C(C=C1)\C(=C(\CC)/C1=CC=CC=C1)\C1=CC=C(C=C1)O)=O)=O